C1=CC=CC=2C3=CC=CC=C3C(C12)CC(C(NCC(NCC(CC1(CCC1)NC(OC(C)(C)C)=O)=O)=O)=O)=O tert-butyl (1-(10-(9H-fluoren-9-yl)-5,8-dioxo-2,9-dioxo-4,7-diazadecyl)cyclobutyl)carbamate